3-hydroxy-6,7-dimethoxy-2-phenyl-4H-chromen-4-one OC1=C(OC2=CC(=C(C=C2C1=O)OC)OC)C1=CC=CC=C1